4-(ethylthio)-4-oxobutanoic acid C(C)SC(CCC(=O)O)=O